ClC=1C=CC2=C(C=NN(B2O)C(=O)C2CCCCC2)C1 (6-chloro-1-hydroxy-2,3,1-benzodiazaborinin-2-yl)-cyclohexyl-methanone